(+-)-(4Z,8E)-1,4,8-trimethyl-13-oxabicyclo[10.1.0]trideca-4,8-diene CC12CC\C(=C/CC\C(=C\CCC2O1)\C)\C